CN1C(N(CC=2C1=NC(=NC2)S(=O)(=O)C)C2CCN(C1=C(C=CC=C21)C)C(C(F)(F)F)=O)=O 1-methyl-7-methylsulfonyl-3-[8-methyl-1-(2,2,2-trifluoroacetyl)-3,4-dihydro-2H-quinolin-4-yl]-4H-pyrimido[4,5-d]pyrimidin-2-one